C(C1=CC=CC=C1)N1CCC(CC1)[C@H](C(=O)N1[C@@H](CN(CC1)C(=O)OC1=C(C=CC=C1)Cl)C(NCC=1SC=CC1)=O)NC1CCCCC1 2-chlorophenyl (3S)-4-[(2R)-2-(1-benzylpiperidin-4-yl)-2-(cyclohexylamino)acetyl]-3-[(thiophen-2-ylmethyl)carbamoyl]piperazine-1-carboxylate